2-amino-N-(2,2-diethoxyethyl)-3-hydroxy-N-(2-methylbutyl)propenamide NC(C(=O)N(CC(CC)C)CC(OCC)OCC)=CO